ClC1=C(C(=C(C(=C1S)Cl)Cl)Cl)Cl penta-chlorothiophenol